fluoro-4'-methoxyacetophenone FCC(=O)C1=CC=C(C=C1)OC